CN1CCN(CC1)CC1=CC=2NC=CC2S1 2-((4-methylpiperazin-1-yl)methyl)-4H-thieno[3,2-b]Pyrrole